OC(=C(C(=O)O[C@@H](C=O)[C@@H](O)[C@@H](O)[C@H](O)CO)C)C1=C(C=C(C=C1)Cl)Cl galactose 2-hydroxy-(2,4-dichlorophenyl)methacrylate